ClC1=CC(=CC=2C=C(OC21)CNC(OC(C)(C)C)=O)C2=CC=C(C=C2)C(=O)N2CC(C2)(F)F tert-Butyl (7-chloro-5-(4-(3,3-difluoroazetidine-1-carbonyl)phenyl)benzofuran-2-yl)methylcarbamate